C(C)(=O)C1=NN(C2=CC=C(C=C12)C=1C=NC(=NC1)C)CC(=O)N1C2CC2(C[C@H]1C(=O)NC1=NC(=CC=C1C)Br)CN1CCN(CC1)C (3S)-2-(2-(3-acetyl-5-(2-methylpyrimidin-5-yl)-1H-indazol-1-yl)acetyl)-N-(6-bromo-3-methylpyridin-2-yl)-5-((4-methylpiperazin-1-yl)methyl)-2-azabicyclo[3.1.0]hexane-3-carboxamide